CC1=NC=C(C(=O)OC)C(=C1)C1=CC=CC2=C1OCC(N2)=O methyl 6-methyl-4-(3-oxo-3,4-dihydro-2H-benzo[b][1,4]oxazin-8-yl)nicotinate